FC=1C=C(C=CC1N1CCNCC1)N1C(O[C@H](C1)CNC(C)=O)=O (S)-N-[[3-[3-fluoro-4-(N1-piperazinyl)phenyl]-2-oxo-5-oxazolidinyl]methyl]acetamide